COC1=CC=C(C=N1)NC1=CC=C(C=C1)OC 6-methoxy-N-(4-methoxyphenyl)-3-Pyridinamine